[Si](C1=CC=CC=C1)(C1=CC=CC=C1)(C(C)(C)C)OC[C@@H]1N([C@H]2C[C@H]2C1)C(=O)OC(C)(C)C tert-butyl (1S,3R,5S)-3-{[(tert-butyldiphenylsilyl)oxy]methyl}-2-azabicyclo[3.1.0]hexane-2-carboxylate